bis-(2-hydroxyethyl)dodecyl-amine oxide OCC[N+](CCCCCCCCCCCC)(CCO)[O-]